6,6-dimethyl-8-(2-(6-(trifluoromethyl)imidazo[1,2-a]pyridin-3-yl)pyrimidin-4-yl)-5-oxa-2,8-diazaspiro[3.5]nonane-2-carboxylic acid tert-butyl ester C(C)(C)(C)OC(=O)N1CC2(C1)OC(CN(C2)C2=NC(=NC=C2)C2=CN=C1N2C=C(C=C1)C(F)(F)F)(C)C